4-(4-(2-oxa-8-azaspiro[4.5]decan-8-ylmethyl)-3-methylbenzylamino)-2-(2,6-dioxopiperidin-3-yl)isoindoline-1,3-dione C1OCCC12CCN(CC2)CC2=C(C=C(CNC1=C3C(N(C(C3=CC=C1)=O)C1C(NC(CC1)=O)=O)=O)C=C2)C